FC=1C=C(OCCCN(C)C)C=C(C1)F 3-(3,5-difluorophenoxy)-N,N-dimethylpropan-1-amine